(1-(2-chloro-5-methylpyridin-4-yl)propylidene)-2-methylpropane-2-sulfinamide ClC1=NC=C(C(=C1)C(CC)=CC(C)(S(=O)N)C)C